[N-(trifluoromethylsulfonyloxy)anilino] trifluoromethanesulfonate FC(S(=O)(=O)ON(C1=CC=CC=C1)OS(=O)(=O)C(F)(F)F)(F)F